(R)-N-(3-(1-((6-Amino-[3,3-bipyridin]-5-yl)oxy)ethyl)phenyl)-3-(methylthio)benzamid NC1=C(C=C(C=N1)C=1C=NC=CC1)O[C@H](C)C=1C=C(C=CC1)NC(C1=CC(=CC=C1)SC)=O